Dimethyl vinyl phosphate P(=O)(OC)(OC)OC=C